1-fluoro-4-methoxy-5-methyl-2-nitrobenzene FC1=C(C=C(C(=C1)C)OC)[N+](=O)[O-]